C(C)(=O)NCCN(CC[C@@H](C(=O)O)NC1=NC=NC2=CC=CC=C12)CCCCC1=NC=2NCCCC2C=C1 (S)-4-((2-acetamidoethyl)(4-(5,6,7,8-tetrahydro-1,8-naphthyridin-2-yl)butyl)amino)-2-(quinazolin-4-ylamino)butanoic acid